(9H-fluoren-9-yl)methyl ((S)-2-methyl-1-(((2S,3S)-3-methyl-1-(methylamino)-1-oxopentan-2-yl)amino)-5-(2-nitro-1H-imidazol-1-yl)-1-oxopentan-2-yl)carbamate C[C@@](C(=O)N[C@H](C(=O)NC)[C@H](CC)C)(CCCN1C(=NC=C1)[N+](=O)[O-])NC(OCC1C2=CC=CC=C2C=2C=CC=CC12)=O